C1OCCC12CNC(C2)C2=CC=C(C#N)C=C2 4-(2-oxa-7-azaspiro[4.4]nonan-8-yl)benzonitrile